(4-(2-hydroxyethoxy)phenyl)diphenylsulfonium triflate [O-]S(=O)(=O)C(F)(F)F.OCCOC1=CC=C(C=C1)[S+](C1=CC=CC=C1)C1=CC=CC=C1